C12CCC(C=C1)C2 exo-5-Norbornen